(2S,4S)-1-((R)-2-(2-naphthoylamino)-3-cyclohexylpropionyl)-N-(4-(2-amino-2-oxoacetyl)tetrahydro-2H-pyran-4-yl)-4-(2,4-dioxo-3,4-dihydropyrimidin-1(2H)-yl)pyrrolidine-2-carboxamide C1=C(C=CC2=CC=CC=C12)C(=O)N[C@@H](C(=O)N1[C@@H](C[C@@H](C1)N1C(NC(C=C1)=O)=O)C(=O)NC1(CCOCC1)C(C(=O)N)=O)CC1CCCCC1